distearylmethylethylammonium C(CCCCCCCCCCCCCCCCC)[N+](CC)(C)CCCCCCCCCCCCCCCCCC